C1(CC1)OC=1C=C(C=CC1)C1=CC(=NN1C1=C(C=CC=C1)[N+](=O)[O-])CO [5-(3-Cyclopropoxyphenyl)-1-(2-nitrophenyl)-1H-pyrazol-3-yl]methanol